2-(6-chlorofuro[3,2-b]pyridin-2-yl)-N-((1r,2r)-1-(2,3-dihydrobenzo[b][1,4]dioxin-6-yl)-1-hydroxy-3-(pyrrolidin-1-yl)propan-2-yl)-2,2-difluoroacetamide ClC=1C=C2C(=NC1)C=C(O2)C(C(=O)N[C@@H]([C@H](O)C2=CC1=C(OCCO1)C=C2)CN2CCCC2)(F)F